3-(5-(((1R,2S)-2-((1-(1-methylcyclobutyl)ethyl)amino)cyclohexyl)methyl)-1-oxoisoindolin-2-yl)piperidine-2,6-dione CC1(CCC1)C(C)N[C@@H]1[C@H](CCCC1)CC=1C=C2CN(C(C2=CC1)=O)C1C(NC(CC1)=O)=O